N,N-bis(3-(2-methylimidazolyl)propyl)-N-pentyl-amine CC=1NC=C(N1)CCCN(CCCCC)CCCC=1N=C(NC1)C